CC1=C(C(=C(C1([Hf]C=1C(C2=CC=CC=C2C1)CC)C)C)C)C pentamethylcyclopentadienyl(1-ethylindenyl)hafnium